4-amino-3-bromo-2-fluoro-5-(oxan-4-yl)benzonitrile NC1=C(C(=C(C#N)C=C1C1CCOCC1)F)Br